CC=1N=NC(=CC1OC1=CC=C(C=C1)C1CN(C1)C(=O)N1C[C@@H]2[C@@H](OCC(N2)=O)CC1)C (4aR,8aS)-6-[3-[4-(3,6-Dimethylpyridazin-4-yl)oxyphenyl]azetidine-1-carbonyl]-4,4a,5,7,8,8a-hexahydropyrido[4,3-b][1,4]oxazin-3-one